C(#N)C=1C(OC(C1C)(C(F)(F)F)C1=CC=CC=C1)=C(C#N)C#N [3-cyano-4-methyl-5-phenyl-5-(trifluoromethyl)-2(5H)-furanylidene]-propanedinitrile